(2R)-N-((3-chloro-4-fluorophenyl)(cis-3-(2,2,2-trifluoroethoxy)cyclobutyl)methyl)-2-methyl-3-oxopiperazine-1-carboxamide ClC=1C=C(C=CC1F)C(NC(=O)N1[C@@H](C(NCC1)=O)C)[C@@H]1C[C@@H](C1)OCC(F)(F)F